5-chloro-6-fluoropyrazin-2-amine ClC=1N=CC(=NC1F)N